6-(6-chloroimidazo[1,2-b]pyridazin-3-yl)benzofuran-2-carboxamide ClC=1C=CC=2N(N1)C(=CN2)C2=CC1=C(C=C(O1)C(=O)N)C=C2